B(O)(O)O.CC=1C(=C(C=CC1)S(=O)(=O)CC(O)(C)C(C)(C)O)C (dimethylbenzenesulfonyl)pinacol borate